C(C)(C)(C)C1N(C(=CCC1C)C1=CC=C(C=C1)CCN(C)C)C(=O)OC1(CCCC1)C1=CC(=CC(=C1)B1OC(C(O1)(C)C)(C)C)C 1-(3-methyl-5-(4,4,5,5-tetramethyl-1,3,2-dioxaborolan-2-yl)phenyl)cyclopentan-1-ol tert-butyl-6-(4-(2-(dimethylamino)Ethyl)phenyl)-3-methyl-3,4-dihydropyridine-1(2H)-carboxylate